N-(5-chloro-6-(1H-pyrazol-1-yl)pyridin-3-yl)-1-(2-carbonyl-1,2-dihydropyrrolo[4,3,2-ij]isoquinolin-6-yl)-5-(trifluoromethyl)-1H-pyrazole-4-carboxamide ClC=1C=C(C=NC1N1N=CC=C1)NC(=O)C=1C=NN(C1C(F)(F)F)C1=CN=C2C3=C(C=CC=C13)C(N2)=C=O